OCC(CC)=O 1-hydroxybutan-2-one